2-isopropyl-2-hydroxymethyl-1,3-propanediol C(C)(C)C(CO)(CO)CO